(6R)-6-{[9-fluoro-2-(4-methoxyphenyl)[1,2,4]triazolo[1,5-c]quinazolin-5-yl]amino}-1,4-diazepin-5-one FC1=CC=2C=3N(C(=NC2C=C1)NC=1C(N=CC=NC1)=O)N=C(N3)C3=CC=C(C=C3)OC